ClC1=CC=C2C=C(N(C2=C1F)C=1C=NN(C1)CCNC(=O)N)C1CC1 6-chloro-2-cyclopropyl-7-fluoro-1-(1-(2-ureidoethyl)-1H-pyrazol-4-yl)-1H-indole